NC1=C(SC2=NC(=CN=C21)C)C(=O)NC2CC=1C=CC(=NC1CC2)N2CC(C(C2)N)(C)COC 7-amino-N-{2-[4-amino-3-(methoxymethyl)-3-methylpyrrolidin-1-yl]-5,6,7,8-tetrahydroquinolin-6-yl}-3-methylthieno[2,3-b]pyrazine-6-carboxamide